C(C)(C)(C)CC(=O)OO.C(C)(=O)OOC(C)(C)C t-butyl peroxyacetate (t-butylperoxy acetate)